potassium decanedioate C(CCCCCCCCC(=O)[O-])(=O)[O-].[K+].[K+]